FC=1C(=C(C=CC1)C=1NC=C2N(C1)C(C(=N2)CC=2OC=CC2)=O)F 6-(difluorophenyl)-2-(furan-2-ylmethyl)imidazo[1,2-a]pyrazin-3(7H)-one